N-(1-(4-fluorophenyl)-6-(2-hydroxypropan-2-yl)-1H-benzo[d]imidazol-2-yl)-3,3-dimethylbutanamide FC1=CC=C(C=C1)N1C(=NC2=C1C=C(C=C2)C(C)(C)O)NC(CC(C)(C)C)=O